N1C(=NC2=C1C=CC=C2)CNC2=NC(=NC=1N2N=CC1C(C)C)N1CCN(CC1)C N-[(1H-benzimidazol-2-yl)methyl]-2-(4-methylpiperazin-1-yl)-8-(propan-2-yl)pyrazolo[1,5-a][1,3,5]triazin-4-amine